[Al].[Au].[Ag] silver-gold-aluminum